(chloromethyl)sulfinyl-benzene ClCS(=O)C1=CC=CC=C1